CN(C[C@H](C)OC1=C(C(=O)O)C=C(C(=C1)N1N=C(N(C1=O)C)CC)F)C 2-{[(2S)-1-(dimethylamino)propan-2-yl]oxy}-4-(3-ethyl-4-methyl-5-oxo-4,5-dihydro-1H-1,2,4-triazol-1-yl)-5-fluorobenzoic acid